bis[3-(triethoxysilyl)propyl]Diselenide C(C)O[Si](CCC[SeH-](=[Se])CCC[Si](OCC)(OCC)OCC)(OCC)OCC